2,7-dichlorofluorenone C1=CC2=C(C=C1Cl)C(=O)C3=C2C=CC(=C3)Cl